(R)-2-methylazetidine hydrochloride Cl.C[C@H]1NCC1